NC=1C(=[N+](C=C(C1)C=1SC=C(C1)C(F)(F)F)[O-])C(N[C@H]1CS(C=C1)(=O)=O)=O (R)-3-amino-2-((1,1-dioxido-2,3-dihydrothiophen-3-yl)carbamoyl)-5-(4-(trifluoromethyl)thiophen-2-yl)pyridine 1-oxide